The molecule is a member of the class of dihydrochalcones that is the alpha,beta-dihydro derivative of xanthohumol. Isolated from Humulus lupulus, it exhibits inhibition of NO production. It has a role as a metabolite and an EC 1.14.13.39 (nitric oxide synthase) inhibitor. It is a member of dihydrochalcones, a polyphenol and an aromatic ether. CC(=CCC1=C(C(=C(C=C1O)OC)C(=O)CCC2=CC=C(C=C2)O)O)C